C(=O)=N carbonylAmine